[2-(4-Cyanophenyl)-2-hydroxy-propyl] acetate C(C)(=O)OCC(C)(O)C1=CC=C(C=C1)C#N